NC1=NC=NN2C1=CC=C2[C@]2([C@@H]([C@@H]([C@H](O2)COP(=O)(OC2=CC=C(C=C2)C(C)(C)C)N[C@@H](C)C(=O)OCC(CC)(C)C)O)O)C#N 2,2-dimethylbutyl ((((2R,3S,4R,5R)-5-(4-aminopyrrolo[2,1-f][1,2,4]triazin-7-yl)-5-cyano-3,4-dihydroxytetrahydrofuran-2-yl)methoxy)(4-(tert-butyl)phenoxy)phosphoryl)-L-alaninate